(R)-1-(4-(6-(3,5-dimethylisoxazol-4-yl)-4-(3-phenylmorpholino)quinazoline-2-yl)-1H-pyrazol-1-yl)-2-methylpropan-2-ol CC1=NOC(=C1C=1C=C2C(=NC(=NC2=CC1)C=1C=NN(C1)CC(C)(O)C)N1[C@@H](COCC1)C1=CC=CC=C1)C